tert-butyl [(8-bromo-2-isopropyl-3-oxo-3,4-dihydro-2H-1,4-benzoxazin-6-yl)methyl]carbamate BrC1=CC(=CC=2NC(C(OC21)C(C)C)=O)CNC(OC(C)(C)C)=O